8-(4-fluorophenyl)-7-[oxan-2-yl]-2-(prop-2-yn-1-ylsulfanyl)-3H-pyrazolo[1,5-a][1,3,5]triazin-4-one FC1=CC=C(C=C1)C=1C(=NN2C1N=C(NC2=O)SCC#C)C2OCCCC2